O[C@@H]1[C@@H](CN(CC1)C(=O)[O-])C1=CC=C(C=C1)C(=O)OC (3R,4S)-4-hydroxy-3-(4-(methoxycarbonyl)phenyl)piperidine-1-carboxylate